2-ethyl-2-adamantyl-methyl alcohol C(C)C1(C2CC3CC(CC1C3)C2)CO